NC(C)C=1C=C(C(=O)OC)C=CC1C methyl 3-(1-aminoethyl)-4-methylbenzoate